2-(tert-butoxycarbonyl)-2,3-dihydro-1H-pyrrolo[3,4-c]pyridine-6-carboxylic acid C(C)(C)(C)OC(=O)N1CC=2C=NC(=CC2C1)C(=O)O